4-formyl-1-methylcyclohexane-1-carbonitrile C(=O)C1CCC(CC1)(C#N)C